C(C)(C)(C)OC(=O)N\C(=N/C(=O)OC(C)(C)C)\NC1=C(C=C(C(=O)OC=2C=3N(C(=CC2)CC(=O)OC(C)(C)C)N=CN3)C=C1)C#N 5-[2-(tert-butoxy)-2-oxoethyl]-[1,2,4]triazolo[1,5-a]pyridin-8-yl 4-{[(1Z)-{[(tert-butoxy)carbonyl]amino}({[(tert-butoxy)carbonyl]imino})methyl]amino}-3-cyanobenzoate